4-Methylaminobutan CNCCCC